N1=C(C=CC=C1)\C(\C)=N\NC(=O)C1=CC=CC2=CC=CC=C12 (E)-N'-(1-(pyridin-2-yl)ethylidene)-1-naphthohydrazide